BrCC(=O)C1=NC(=NC=C1)C 2-bromo-1-(2-methylpyrimidin-4-yl)ethanone